1-[(2R,4S,5R)-4-[(tert-butyldimethylsilyl)oxy]-5-{[(tert-butyldimethylsilyl)oxy]methyl}oxolan-2-yl]-3H-pyrimidine [Si](C)(C)(C(C)(C)C)O[C@H]1C[C@@H](O[C@@H]1CO[Si](C)(C)C(C)(C)C)N1CNCC=C1